C1CNC[C@H]2N1C1=C(OC2)C=CC(=C1)NC1C(NC(CC1)=O)=O 3-(((R)-1,2,3,4,4a,5-hexahydrobenzo[b]pyrazino[1,2-d][1,4]oxazin-9-yl)amino)piperidine-2,6-dione